O=S1(N(CC(N1)=O)C=1C(=C(C=CC1O)C=1N=CN(C1)C=1C=C(C#N)C=C(C1)F)F)=O 3-(4-(3-(1,1-dioxido-4-oxo-1,2,5-thiadiazolidin-2-yl)-2-fluoro-4-hydroxyphenyl)-1H-imidazol-1-yl)-5-fluorobenzonitrile